NC1=NC(=C(C(=N1)N1CC(CCC1)CCCC1=CC=CC=C1)C)C 1-(2-Amino-5,6-dimethylpyrimidin-4-yl)-3-(3-phenylpropyl)piperidin